S1C(=CC=C1)C1=C(C(=C2C=CC3=C(C(=C(C4=CC=C1C2=C34)C=3SC=CC3)O)C=3SC=CC3)C=3SC=CC3)O 1,3,6,8-tetrakis-(2-thienyl)-2,7-dihydroxypyrene